CO[Si](OC)(OC)CCCNC1=CC=CC=C1 (trimethoxysilyl)propylphenylamine